O1C(=CC=C1)CC1=C(C2=NC=CC(=C2S1)N)C [(furan-2-yl)methyl]-3-methylthieno[3,2-b]pyridin-7-amine